C(C1=CC=CC=C1)P(OCC)(OC1=C(C(=CC(=C1)CCCCC)OP(OCC)(=O)CC1=CC=CC=C1)C1C(CCC(=C1)C)C(=C)C)=O diethyl (5'-methyl-4-pentyl-2'-(prop-1-en-2-yl)-1',2',3',4'-tetrahydro-[1,1'-biphenyl]-2,6-diyl) bis(benzylphosphonate)